octyl dodecyl phosphate P(=O)(OCCCCCCCC)(OCCCCCCCCCCCC)[O-]